C(C)(=O)N1CC(C1)N1C=CC=2C1=NC(=CC2CN2CCCC2)C=2C=C1CN(C(C1=CC2)=O)C2C(NC(CC2)=O)=O 3-(5-(1-(1-acetylazetidin-3-yl)-4-(pyrrolidin-1-ylmethyl)-1H-pyrrolo[2,3-b]pyridin-6-yl)-1-oxoisoindolin-2-yl)piperidine-2,6-dione